7-[4-([[(2R,3S)-3-[(tert-butoxycarbonyl)amino]-5-carbamoylpentan-2-yl]oxy]methyl)phenyl]heptanoic acid C(C)(C)(C)OC(=O)N[C@H]([C@@H](C)OCC1=CC=C(C=C1)CCCCCCC(=O)O)CCC(N)=O